Cl.NCC=1C(NC(=CC1SC)C)=O 3-(aminomethyl)-6-methyl-4-(methylthio)pyridin-2(1H)-one hydrochloride salt